ClC=1C=NN(C(C1Cl)=O)[C@@H](C(=O)NC1=CC(=C(C=C1)C)S(NCCC1=CC=C(C=C1)S(=O)(=O)C)(=O)=O)C (2R)-2-(4,5-dichloro-6-oxo-pyridazin-1-yl)-N-[4-methyl-3-[2-(4-methylsulfonylphenyl)ethylsulfamoyl]phenyl]propanamide